5-chloro-N-[2,4-difluoro-3-[1-(5-isopropyl-4H-1,2,4-triazol-3-yl)imidazo[1,5-a]pyridin-6-yl]phenyl]-2-methoxy-pyridine-3-sulfonamide ClC=1C=C(C(=NC1)OC)S(=O)(=O)NC1=C(C(=C(C=C1)F)C=1C=CC=2N(C1)C=NC2C2=NN=C(N2)C(C)C)F